methyl trans-4-(((2-nitrophenyl)amino)methyl)cyclohexane-1-carboxylate [N+](=O)([O-])C1=C(C=CC=C1)NC[C@@H]1CC[C@H](CC1)C(=O)OC